tert-butyl (1-benzyl-4-bromo-6-methyl-1H-pyrazolo[3,4-b]pyridin-5-yl)carbamate C(C1=CC=CC=C1)N1N=CC=2C1=NC(=C(C2Br)NC(OC(C)(C)C)=O)C